C1(CCCCC1)C[C@H](C(=O)N1CCC(CC1)(O)CN1C(C=C(C(=C1)C(=O)N1CCCCC1)C1=CC=CC=C1)=O)C (R)-1-((1-(3-cyclohexyl-2-methylpropanoyl)-4-hydroxypiperidin-4-yl)methyl)-4-phenyl-5-(piperidine-1-carbonyl)pyridin-2(1H)-one